N-(3,4-dimethylphenyl)acrylamide CC=1C=C(C=CC1C)NC(C=C)=O